CN(C/C=C/C(=O)N1CC=2C(CC1)=NN1C2NC(=C1C(=O)N)C1=CC=C(C=C1)OC1=CC=CC=C1)C (E)-8-(4-(dimethylamino)but-2-enoyl)-2-(4-phenoxyphenyl)-6,7,8,9-tetrahydro-1H-imidazo[1',2':1,5]pyrazolo[4,3-c]pyridine-3-carboxamide